C(C)[N+](\C=C\C(CCOCC1=CC=C(C=C1)OC)F)(CC)[O-] (E)-N,N-diethyl-3-fluoro-5-((4-methoxybenzyl)oxy)pent-1-en-1-amine oxide